COCC1=NN(C(=C1)C(=O)NC1=NNC(=C1)[C@H]1C[C@H](CC1)OC1=NC=CN=C1C)C |o1:16,18| rel-3-(methoxymethyl)-1-methyl-N-(5-((1R,3S)-3-((3-methylpyrazin-2-yl)oxy)cyclopentyl)-1H-pyrazol-3-yl)-1H-pyrazole-5-carboxamide